2-(3-cyanophenyl)-3-(2,6-dimethyl-4-pyridyl)-N-[(3-hydroxyoxetan-3-yl)methyl]pyrazolo[1,5-a]pyrimidine-5-carboxamide C(#N)C=1C=C(C=CC1)C1=NN2C(N=C(C=C2)C(=O)NCC2(COC2)O)=C1C1=CC(=NC(=C1)C)C